C(#N)C=1C=C(C=NC1N1N=CC=N1)NC(=O)C=1C=NN(C1C(F)(F)F)C1=CC=CC=2N1C=CN2 N-(5-Cyano-6-(2H-1,2,3-triazol-2-yl)pyridin-3-yl)-1-(imidazo[1,2-a]pyridin-5-yl)-5-(trifluoromethyl)-1H-pyrazol-4-carboxamid